4-(2-((S)-2-(2-isopropylphenyl)pyrrolidin-1-yl)-7-azaspiro[3.5]nonan-7-yl)-2-(2-methyl-2,3-dihydropyrrolo[3',2':5,6]pyrido[2,3-b][1,4]oxazin-1(6H)-yl)benzoic acid C(C)(C)C1=C(C=CC=C1)[C@H]1N(CCC1)C1CC2(C1)CCN(CC2)C2=CC(=C(C(=O)O)C=C2)N2C1=C(OCC2C)N=C2C(=C1)C=CN2